benzyl (2-(2-(1-bromo-2-hydroxypropan-2-yl)-6-chloropyridin-4-yl)propan-2-yl)carbamate BrCC(C)(O)C1=NC(=CC(=C1)C(C)(C)NC(OCC1=CC=CC=C1)=O)Cl